ethyl 3-[[7-benzyloxy-1-(2-ethoxy-2-oxo-ethyl)tetralin-1-yl]-methyl-amino]propanoate C(C1=CC=CC=C1)OC1=CC=C2CCCC(C2=C1)(CC(=O)OCC)N(CCC(=O)OCC)C